tert-butyl 7-(2,6-dioxopiperidin-3-yl)-6-oxo-2',3',7,8-tetrahydro-1'H,2H,6H-spiro[furo[2,3-e]isoindole-3,4'-pyridine]-1'-carboxylate O=C1NC(CCC1N1C(C2=CC=C3C(=C2C1)OCC31CCN(C=C1)C(=O)OC(C)(C)C)=O)=O